NC=1C=C(C(=C(C1)C1=C(C=2N=C(N=C(C2C=N1)N1C[C@H]2CC[C@@H](C1)N2C(=O)OC(C)(C)C)OCC(F)(F)F)F)Cl)Cl tert-butyl (1R,5S)-3-(7-(5-amino-2,3-dichlorophenyl)-8-fluoro-2-(2,2,2-trifluoroethoxy)pyridino[4,3-d]pyrimidin-4-yl)-3,8-diazabicyclo[3.2.1]octan-8-formate